2-((2-(3-(tert-Butyl)phenyl)-1H-indol-5-yl)sulfinyl)acetic acid C(C)(C)(C)C=1C=C(C=CC1)C=1NC2=CC=C(C=C2C1)S(=O)CC(=O)O